Cl.CC1=C(N=NN1C1CCNCC1)C1=CC=2N(C=C1)C(=CN2)C#N 7-[5-methyl-1-(4-piperidyl)triazol-4-yl]imidazo[1,2-a]pyridine-3-carbonitrile HCl